1-(3-Methyloxetan-3-yl)-1H-pyrazole-3-carboxylic acid CC1(COC1)N1N=C(C=C1)C(=O)O